C1(CC1)N1C(C2=C(C=C1C(F)(F)F)N=C(N2C)C2=C(C=C(C=N2)OC(C#N)(C)C)S(=O)(=O)CC)=O 2-[[6-[5-cyclopropyl-3-methyl-4-oxo-6-(trifluoro-methyl)imidazo[4,5-c]pyridin-2-yl]-5-ethyl-sulfonyl-3-pyridyl]oxy]-2-methyl-propanenitrile